ethyl 2-(4-chloro-7-fluoro-6-(3-fluoro-4-morpholinophenyl)-2H-indazol-2-yl)-2-(6,7-dihydro-5H-pyrrolo[1,2-c]imidazol-1-yl)acetate ClC=1C2=CN(N=C2C(=C(C1)C1=CC(=C(C=C1)N1CCOCC1)F)F)C(C(=O)OCC)C1=C2N(C=N1)CCC2